tert-butyl (3S)-3-(4-tert-butoxyanilino)pyrrolidine-1-carboxylate C(C)(C)(C)OC1=CC=C(N[C@@H]2CN(CC2)C(=O)OC(C)(C)C)C=C1